2-[(4-{6-[(4-chloro-2-fluorobenzyl)oxy]pyridin-2-yl}piperidin-1-yl)methyl]-1-[(2R)-tetrahydrofuran-2-ylmethyl]-1H-benzimidazole-6-carboxylic acid ClC1=CC(=C(COC2=CC=CC(=N2)C2CCN(CC2)CC2=NC3=C(N2C[C@@H]2OCCC2)C=C(C=C3)C(=O)O)C=C1)F